FC1=CC=C(C=C1)C=1C=CC(=NC1)S(=O)(=O)N1CC2(C1)C1(NC(NC1=O)=O)CCC2 2-((5-(4-fluorophenyl)pyridin-2-yl)sulfonyl)-2,6,8-triazadispiro[3.0.45.34]dodecane-7,9-dione